C(C)(C)(C)C1N2C(C3=CC(=C(C=C3C1)C=1C=NC(=NC1)NCC1CC1)OC)=CC(C(=C2)C(=O)O)=O 6-tert-butyl-9-[2-(cyclopropylmethylamino)pyrimidin-5-yl]-10-methoxy-2-oxo-6,7-dihydro-2H-pyrido[2,1-a]isoquinoline-3-carboxylic acid